N1N=NC2=C1CCCC2 4,5,6,7-tetrahydrobenzotriazole